C(C)(=O)C1C(=O)N(C(C1)=O)O (acetyl)-N-hydroxysuccinimide